S1C=CC2=C1[C@H](OCC2)N(C)C (S)-(-)-(4,5-dihydro-7H-thieno[2,3-c]pyran-7-yl)-N-methyl-methylamine